BrC1=CC=CN2C(=C(C=C12)F)C1=NC=2C(=NC=C(C2)C(F)(F)F)N1C (8-bromo-2-fluoroindolizin-3-yl)-3-methyl-6-(trifluoromethyl)-3H-imidazo[4,5-b]pyridine